ClC=1C(=CC(=C(C(=O)NS(=O)(=O)N2C[C@@]3(C[C@@H]3C2)NC(OC(C)(C)C)=O)C1)F)OCC1CCCC1 tert-butyl ((1S,5R)-3-(N-(5-chloro-4-(cyclopentylmethoxy)-2-fluorobenzoyl)sulfamoyl)-3-azabicyclo[3.1.0]hexan-1-yl)carbamate